FC1=C2C=CNC2=CC(=C1OC=1C=CC(=C(C1)C1=NC(=NN1CCCO)C(C)C=1C(=C(C=CC1)CCC(=O)OC)F)O)F methyl 3-[3-[1-[5-[5-[(4,6-difluoro-1H-indol-5-yl)oxy]-2-hydroxy-phenyl]-1-(3-hydroxypropyl)-1,2,4-triazol-3-yl]ethyl]-2-fluoro-phenyl]propanoate